2-[N-(Carboxylatomethyl)-4-[(E)-3-(2-hydroxyphenyl)-3-oxoprop-1-enyl]anilino]acetate C(=O)([O-])CN(C1=CC=C(C=C1)\C=C\C(=O)C1=C(C=CC=C1)O)CC(=O)[O-]